O1C=C(C2=C1C=CC=C2)C[C@H](NC(=O)C2CC21C(CCCC1)(F)F)B(O)O ((1R)-2-(benzofuran-3-yl)-1-(4,4-difluorospiro[2.5]octane-1-carboxamido)ethyl)boronic acid